5-[2-(2,6-dichlorophenyl)-5-(4-fluorophenyl)-3H-imidazol-4-yl]-3-(2,2-dimethylpropyl)-3H-imidazo[4,5-b]pyridin-2-ylamine mesylate S(C)(=O)(=O)O.ClC1=C(C(=CC=C1)Cl)C1=NC(=C(N1)C1=CC=C2C(=N1)N(C(=N2)N)CC(C)(C)C)C2=CC=C(C=C2)F